NC1=NC(=NC(=N1)NC1=CC=C(C=C1)CC)CN1CCN(CC1)C(=O)OCC ethyl 4-((4-amino-6-((4-ethylphenyl)amino)-1,3,5-triazin-2-yl)methyl)piperazine-1-carboxylate